OC1=NC=2CCN=CC2C=C1 2-hydroxy-7,8-dihydro-1,6-naphthyridine